lanthanum diaza-propylphosphate N(NC)OP(=O)([O-])[O-].[La+3].N(NC)OP(=O)([O-])[O-].N(NC)OP(=O)([O-])[O-].[La+3]